sodium hydroxymethionine ON[C@@H](CCSC)C(=O)O.[Na]